2-[4-(trifluoromethoxy)phenyl]ethan FC(OC1=CC=C(C=C1)CC)(F)F